COC(=O)C=1C=CC2=C(N(C(=N2)CN2CCC(CC2)C2=NC(=CC=C2)OCC=2C=3N(C(=CC2)OC)N=CC3)CC3OCC3)C1 methyl-2-((4-(6-((7-methoxypyrazolo[1,5-a]pyridin-4-yl) methoxy) pyridin-2-yl) piperidin-1-yl) methyl)-1-((oxetan-2-yl) methyl)-1H-benzo[d]imidazole-6-carboxylate